NC(CNC1=NC(=C2C(=N1)N(N=C2)C)NC=2C=NC(=CC2)C(F)(F)F)C2=CC=CC=C2 6-N-(2-amino-2-phenylethyl)-1-methyl-4-N-[6-(trifluoromethyl)pyridin-3-yl]pyrazolo[3,4-d]pyrimidine-4,6-diamine